N[C@@H](C(C)(C)C)CO (S)-(+)-tertleucinol